ethyl 2-tert-butyl-1,3-oxazole-5-carboxylate C(C)(C)(C)C=1OC(=CN1)C(=O)OCC